FC1=CC=C(C=C1)C1=NN=NN1CC(C(=O)N)(C)O 3-(5-(4-fluorophenyl)-1H-tetrazol-1-yl)-2-hydroxy-2-methylpropanamide